ethyl 1-methyl-8-((1-((2-methylbut-3-en-2-yl)sulfonyl)cyclopropyl)methoxy)-2-oxo-1,2-dihydropyrido[2,3-d]pyridazine-3-carboxylate CN1C(C(=CC=2C1=C(N=NC2)OCC2(CC2)S(=O)(=O)C(C)(C=C)C)C(=O)OCC)=O